F\C(=C/CN)\CN1C(=NC2=C1C=CC=C2C2=CC(=CC=C2)S(=O)(=O)N2CCCC2)C(F)(F)F (Z)-3-fluoro-4-(4-(3-(pyrrolidin-1-ylsulfonyl)phenyl)-2-(trifluoromethyl)-1H-benzo[d]imidazol-1-yl)but-2-en-1-amine